3,5-dimethyldec-5-en-1-ol CC(CCO)CC(=CCCCC)C